FC(C1=C(COC2=C(C=C(C=C2)C=C(C(=O)NC=2SC(=NN2)C(F)(F)F)C#N)OC)C=CC(=C1)C(F)(F)F)(F)F 3-[4-(2,4-bis(trifluoromethyl)benzyloxy)-3-methoxyphenyl]-2-cyano-N-(5-trifluoromethyl-1,3,4-thiadiazol-2-yl)acrylamide